S(N)(OC[C@H]1OC(O[C@@H]1C1=C(N=CS1)C)(C)C)(=O)=O ((4R,5S)-2,2-dimethyl-5-(4-methylthiazol-5-yl)-1,3-dioxolan-4-yl)methyl sulfamate